5-oxaspiro[3.4]octane-7-carboxamide C1CCC12OCC(C2)C(=O)N